ethyl (E)-8-(((S)-1-phenylethyl)imino)-1,4-dioxaspiro[4.5]decane-7-carboxylate C1(=CC=CC=C1)[C@H](C)\N=C/1\C(CC2(OCCO2)CC1)C(=O)OCC